CC1=C(OC=2C(=CC(N(C2)C)=O)C=2C3=C(C(N(C2)C)=O)NC(=C3)C=3C(=NN(C3)CC(F)(F)F)C)C(=CC=C1)C 4-(5-(2,6-dimethylphenoxy)-1-methyl-2-oxo-1,2-dihydropyridin-4-yl)-6-methyl-2-(3-methyl-1-(2,2,2-trifluoroethyl)-1H-pyrazol-4-yl)-1,6-dihydro-7H-pyrrolo[2,3-c]pyridin-7-one